CS(=O)(=O)C1=CC=C(C=C1)NCC1=CC=C(C=C1)C=1N(C2=CC=C(C=C2C1)CNC1CCN(CC1)C)CC(F)(F)F N-{[2-(4-{[(4-methanesulfonylphenyl)amino]methyl}phenyl)-1-(2,2,2-trifluoroethyl)-1H-indol-5-yl]methyl}-1-methylpiperidin-4-amine